(S)-1-(1,1-difluoroethyl)-4-fluoro-N'-((1,2,3,5,6,7-hexahydrodicyclopenta[b,e]pyridin-8-yl)carbamoyl)-1H-pyrazole-3-sulfonimidamide FC(C)(F)N1N=C(C(=C1)F)[S@](=O)(N)=NC(NC1=C2C(=NC3=C1CCC3)CCC2)=O